Cl.COC(CC=1C=2N(N=C(C1)C1=CC3=C(N=C(S3)C3CCNCC3)C(=C1)F)C=C(N2)C)=O {6-[4-fluoro-2-(piperidin-4-yl)-1,3-benzothiazol-6-yl]-2-methylimidazo[1,2-b]pyridazin-8-yl}acetic acid methyl ester hydrochloride